1-(4-((3-(3-fluoro-4-methoxyphenyl)imidazo[1,2-a]pyrazin-8-yl)amino)-2-methylbenzoyl)piperidine-4-carboxylic acid FC=1C=C(C=CC1OC)C1=CN=C2N1C=CN=C2NC2=CC(=C(C(=O)N1CCC(CC1)C(=O)O)C=C2)C